C(C)(C)(C)N(C(=O)OC(C)C1=CC=C2CCC(OC2=C1)(C)C)C1CCC=2C=C(C=C3C(C=C(N(C23)C1)CO)=C=O)F 1-(2,2-dimethylchroman-7-yl)ethan-1-ol tert-butyl-(10-fluoro-3-(hydroxymethyl)-1-carbonyl-5,6,7,8-tetrahydro-1H-azepino[3,2,1-ij]quinolin-6-yl)carbamate